2-methyl-6-(5-{[5-(prop-2-en-1-yloxy)pyridin-2-yl]methoxy}-1,3-benzoxazol-2-yl)-2,3-dihydropyridazin-3-one CN1N=C(C=CC1=O)C=1OC2=C(N1)C=C(C=C2)OCC2=NC=C(C=C2)OCC=C